NCCNCCN (2-aminoethyl)-1,2-ethylenediamine